N-[(2R)-1,4-Dioxan-2-ylmethyl]-8-methyl-2-[(2S)-oxetan-2-ylmethyl]-4,5-dihydro-2H-furo[2,3-g]indazol-7-carboxamid O1[C@@H](COCC1)CNC(=O)C1=C(C2=C(CCC3=CN(N=C23)C[C@H]2OCC2)O1)C